3-methyl-1-phenyl-3-phospholene-1-oxide CC=1CP(CC1)(C1=CC=CC=C1)=O